ClC=1C(=C(C=C(C1)Cl)C=1C=CC=C2C(=C(C=NC12)C(=O)NN1CCOC2=C1C=CC=C2)N2CCOCC2)F 8-(3,5-dichloro-2-fluoro-phenyl)-N-(2,3-dihydro-1,4-benzoxazin-4-yl)-4-morpholino-quinoline-3-carboxamide